ClC1=CC=C(C=C1)C(O)(C1=NC=CC=C1)C1=CC=C(C=C1)Cl bis(4-chlorophenyl)-2-pyridinemethanol